6-(2-methoxypropan-2-yl)quinoline-4-carboxylic acid methyl ester COC(=O)C1=CC=NC2=CC=C(C=C12)C(C)(C)OC